C(C)(C)(C)OC(=O)N[C@H](C(=O)OC)CC1=C(C=CC=C1)O Methyl (S)-2-((tert-butoxycarbonyl)amino)-3-(2-hydroxyphenyl)propanoate